C(#N)C1=CC=C(C=C1)C1=CC=C(C=C1)OCCCCCCC 4-cyano-4'-heptoxybiphenyl